CP(C1=C(C=CC=C1)NC1=CC(=NC=C1C(=O)NOC)NC1=NC(=CC=C1)F)C 4-((2-(dimethylphosphino)phenyl)amino)-6-((6-fluoropyridin-2-yl)amino)-N-methoxynicotinamide